1-Methyl-N-[5-(2,4,6-trifluorophenyl)-1-trityl-1H-indazol-3-yl]piperidine-4-carboxamide CN1CCC(CC1)C(=O)NC1=NN(C2=CC=C(C=C12)C1=C(C=C(C=C1F)F)F)C(C1=CC=CC=C1)(C1=CC=CC=C1)C1=CC=CC=C1